methyl-4,5,6,7-tetrahydropyrazolo[1,5-a]pyridin-4-amine CC1=NN2C(C(CCC2)N)=C1